3-(ethylsulfonyl)-5-(3-(trifluoromethyl)phenyl)pyridine-2-carbaldehyde C(C)S(=O)(=O)C=1C(=NC=C(C1)C1=CC(=CC=C1)C(F)(F)F)C=O